(2R)-4-[(2R)-3-(3,4-dihydro-1H-isoquinolin-2-yl)-2-hydroxypropyl]-2-methyl-8-(2-oxa-7-azaspiro[3.5]nonan-7-ylmethyl)-2,3-dihydro-1,4-benzoxazepine-5-one C1N(CCC2=CC=CC=C12)C[C@H](CN1C[C@H](OC2=C(C1=O)C=CC(=C2)CN2CCC1(COC1)CC2)C)O